C(C)SC1=C(C(=CC(=C1)N1CC2=CC=C(C=C2CC1)F)C)C(C(=O)N)C12CC(C1)(C2)F (2-(ethylsulfanyl)-4-(6-fluoro-3,4-dihydroisoquinolin-2(1H)-yl)-6-methylphenyl)-2-(3-fluorobicyclo[1.1.1]pentan-1-yl)acetamide